FC([C@@H]1N(CC1)C1=NC(=C(N2C=CN=C12)C)C=1C=NN(C1)C1CN(C1)C)(F)F 7-[(R)-2-(trifluoromethyl)-1-azetidinyl]-4-methyl-5-[1-(1-methyl-3-azetidInyl)-4-pyrazolyl]-1,3a,6-trIazaindene